(E)-2,4-difluoro-N-(2-methoxy-5-(4-(4-(4-oxopent-2-enoyl)piperazin-1-yl)cinnolin-6-yl)pyridin-3-yl)benzenesulfonamide adamantanate C12(CC3CC(CC(C1)C3)C2)C(=O)O.FC2=C(C=CC(=C2)F)S(=O)(=O)NC=2C(=NC=C(C2)C=2C=C3C(=CN=NC3=CC2)N2CCN(CC2)C(\C=C\C(C)=O)=O)OC